2-{[1-(4-fluorophenyl)-4-methyl-1H-1,2,3-triazol-5-yl]methoxy}-6-(pyridine-4-carbonyl)-5,6,7,8-tetrahydro-1,6-naphthyridine FC1=CC=C(C=C1)N1N=NC(=C1COC1=NC=2CCN(CC2C=C1)C(=O)C1=CC=NC=C1)C